(E)-3-(4-((5-(3,5-dichlorophenyl)-1,3,4-oxadiazol-2-yl)methoxy)-3,5-dimethoxyphenyl)acrylic acid ClC=1C=C(C=C(C1)Cl)C1=NN=C(O1)COC1=C(C=C(C=C1OC)/C=C/C(=O)O)OC